CC1OC2=C(O1)C=CC(=C2C)C(=O)[O-] 2,4-dimethylbenzo[d][1,3]dioxol-5-carboxylate